N-methyl-2-[4-(4,4,5,5-tetramethyl-1,3,2-dioxaborolan-2-yl)phenyl]ethan-1-amine CNCCC1=CC=C(C=C1)B1OC(C(O1)(C)C)(C)C